2-(tert-butoxy)-N-methoxy-N-methylacetamide C(C)(C)(C)OCC(=O)N(C)OC